tetramethylhexadecen-1-ol CC(C(=C(O)C)C)(CCCCCCCCCCCCC)C